BrC1=CC=C2C(CCN(C2=C1)C)=O 7-bromo-1-methyl-2,3-dihydroquinolin-4(1H)-one